(4-hydroxycyclohexyl)-5-(4-(3-isopropyl-3-azabicyclo[3.1.0]hex-1-yl)phenyl)nicotinamide OC1CCC(CC1)C1=C(C(=O)N)C=C(C=N1)C1=CC=C(C=C1)C12CN(CC2C1)C(C)C